3-(3-(difluoromethoxy)phenyl)-N-((S)-3-methyl-1,1-dioxidotetrahydrothiophen-3-yl)-1-((R)-tetrahydro-2H-pyran-3-yl)-1H-pyrazolo[4,3-b]pyridine-6-carboxamide FC(OC=1C=C(C=CC1)C1=NN(C=2C1=NC=C(C2)C(=O)N[C@@]2(CS(CC2)(=O)=O)C)[C@H]2COCCC2)F